(1-{4-[3-(5-tert-butyl-2H-pyrazol-3-yl)-ureido]-phenyl}-1H-benzoimidazol-5-yloxy)-acetic acid ethyl ester C(C)OC(COC1=CC2=C(N(C=N2)C2=CC=C(C=C2)NC(=O)NC=2NN=C(C2)C(C)(C)C)C=C1)=O